COC(=O)C1=NC2=CC=CC=C2C(=C1Cl)C1=C(C=CC(=C1)OCOC)C 3-chloro-4-[5-(methoxymethoxy)-2-methyl-phenyl]quinoline-2-carboxylic acid methyl ester